N1CC(C1)C(C)(C)NC(C1=CC=C(C=C1)C1CC2(CC(C2)C#N)CCN1CC1=C2C=CNC2=C(C=C1OC)C)=O N-(2-(azetidin-3-yl)propan-2-yl)-4-(2-cyano-7-((5-methoxy-7-methyl-1H-indol-4-yl)methyl)-7-azaspiro[3.5]nonan-6-yl)benzamide